C12CN(CC(CC1)N2)C=2C1=C(N=CN2)C(=CN=C1)F 4-(3,8-diazabicyclo[3.2.1]octan-3-yl)-8-fluoro-pyrido[4,3-d]pyrimidine